ClC=1C(=NC(=NC1)N[C@H]1[C@@H](COCC1)O)C=1C=NN2C1[C@@H](CCCC2)O (R)-3-(5-chloro-2-(((3S,4R)-3-hydroxytetrahydro-2H-pyran-4-yl)amino)pyrimidin-4-yl)-5,6,7,8-tetrahydro-4H-pyrazolo[1,5-a]azepin-4-ol